6-(t-butyldimethylsilyloxy)benzothiazole [Si](C)(C)(C(C)(C)C)OC1=CC2=C(N=CS2)C=C1